2-(6-fluoropyridin-2-yl)1-phenylethan-1-one 2,4,6-trimethylbenzoyl-ethyl-phenyl-phosphonate CC1=C(C(=O)C=2C(=C(C=CC2)P(O)(O)=O)CC)C(=CC(=C1)C)C.FC1=CC=CC(=N1)CC(=O)C1=CC=CC=C1